3,5-dichloro-4-fluorobenzenethiol ClC=1C=C(C=C(C1F)Cl)S